ClC1=C(C=CC=C1C=1N(C2=C(C(N(C=C2)C[C@H]2NC(CC2)=O)=O)N1)C)C1=C(C(=CC=C1)C=1N(C2=C(C(N(C=C2)C[C@H]2NC(CC2)=O)=O)N1)C)Cl 2,2'-(2,2'-dichloro-[1,1'-biphenyl]-3,3'-diyl)bis(1-methyl-5-(((S)-5-oxopyrrolidin-2-yl)methyl)-1,5-dihydro-4H-imidazo[4,5-c]pyridin-4-one)